NC1=NC=NC2=C1C1=C(CCCN3C1=CC=1C=CC(=CC31)C(=O)NC3=NN(C=C3)C)N2C(C)C 1-Amino-5-isopropyl-N-(1-methyl-1H-pyrazol-3-yl)-5,6,7,8-tetrahydropyrimido[5'',4'':4',5']pyrrolo[3',2':3,4]azepino[1,2-a]indole-11-carboxamide